4,4',4'',4'''-((5-(4,6-diphenylpyridin-2-yl)-1,3-phenylene)bis(9H-carbazole-9,3,6-triyl))tetraisophthalonitrile C1(=CC=CC=C1)C1=CC(=NC(=C1)C1=CC=CC=C1)C=1C=C(C=C(C1)N1C2=CC=C(C=C2C=2C=C(C=CC12)C1=C(C=C(C#N)C=C1)C#N)C1=C(C=C(C#N)C=C1)C#N)N1C2=CC=C(C=C2C=2C=C(C=CC12)C1=C(C=C(C#N)C=C1)C#N)C1=C(C=C(C#N)C=C1)C#N